(1,1-dimethyl-2-propynyl) (methyl) (2-propenyl) phosphate P(=O)(OC(C#C)(C)C)(OC)OCC=C